F\C(\C(=O)NC=1C(=NC=C(C1C)F)C)=C/C1=CC=C2C(=NNC2=C1F)I (Z)-2-Fluoro-N-(5-fluoro-2,4-dimethylpyridin-3-yl)-3-(7-fluoro-3-iodo-1H-indazol-6-yl)acrylamide